1-tert-butyl-2-hydroxy-1H-pyrrolo[2,3-b]pyridine-3-carboxylic acid methyl ester COC(=O)C1=C(N(C2=NC=CC=C21)C(C)(C)C)O